4-(perfluorohexenyloxy)phthalic acid FC(=C(C(C(C(C(F)(F)F)(F)F)(F)F)(F)F)F)OC=1C=C(C(C(=O)O)=CC1)C(=O)O